r-(7-bromo-6-methyl-pyrazolo[1,5-a]pyrazin-4-yl)-3-chloro-spiro[7H-cyclopenta[b]pyridine-6,4'-piperidine]-5-one BrC1=C(N=C(C=2N1N=CC2)N2CCC1(CC2)C(C=2C(=NC=C(C2)Cl)C1)=O)C